3-[5-[4-(2,7-diazaspiro[3.5]nonan-2-ylmethyl)-1-piperidyl]-1-oxo-isoindolin-2-yl]piperidine-2,6-dione C1N(CC12CCNCC2)CC2CCN(CC2)C=2C=C1CN(C(C1=CC2)=O)C2C(NC(CC2)=O)=O